1-methoxy-4-nitrobenzene COC1=CC=C(C=C1)[N+](=O)[O-]